6-(4-Isopropylimidazol-1-yl)-3,3-dimethyl-1-(2-methylpyrimidin-5-yl)indolin-2-one C(C)(C)C=1N=CN(C1)C1=CC=C2C(C(N(C2=C1)C=1C=NC(=NC1)C)=O)(C)C